C(C1=CC=C(C(=O)OCCCCC)C=C1)(=O)OCCCCC diamyl terephthalate